ClC=1C(=NC(=NC1)NC1=CC=C(C=C1)S(=O)(=N)C)C1=CNC2=CC(=CC=C12)NC(C=C)=O N-[3-[5-chloro-2-[4-(methylsulfonimidoyl)anilino]pyrimidin-4-yl]-1H-indol-6-yl]prop-2-enamide